4-[[4-[2-(2-amino-3-pyridyl)-5-phenyl-imidazo[4,5-b]pyridin-3-yl]phenyl]methyl]-2,6-dimethyl-piperazine-1-carboxylate NC1=NC=CC=C1C1=NC=2C(=NC(=CC2)C2=CC=CC=C2)N1C1=CC=C(C=C1)CN1CC(N(C(C1)C)C(=O)[O-])C